(E)-3-(6-methoxypyridin-2-yl)acrylonitrile COC1=CC=CC(=N1)/C=C/C#N